OC=1C=C2CCN(C2=CC1)S(=O)(=O)C1=C2C=CNC(C2=CC=C1)=O 5-((5-Hydroxyindolin-1-yl)sulfonyl)isoquinolin-1(2H)-one